ClC=1C=CC(=C(C1)C1=CC(=C(N=N1)N(CC1(C(OCC1)=O)C)C)NC1=CC(=NC=N1)NC(CN1CCNCCC1)=O)F N-(6-{[6-(5-chloro-2-fluorophenyl)-3-{methyl[(3-methyl-2-oxooxolan-3-yl)methyl]amino}pyridazin-4-yl]amino}pyrimidin-4-yl)-2-(1,4-diazepan-1-yl)acetamide